1,2-bis((E)-2-(1H-pyrazol-3-yl)benzylidene)hydrazine N1N=C(C=C1)C1=C(\C=N\N=C\C2=C(C=CC=C2)C2=NNC=C2)C=CC=C1